ClC1=C(C=C(C=C1)S(=O)(=O)NC=1C(=NC=C(C1)C)N1C2=C(OCC1)C=C(C=C2)NC(C=C)=O)C(F)(F)F N-(4-(3-((4-chloro-3-(trifluoromethyl)phenyl)sulfonamido)-5-methylpyridin-2-yl)-3,4-dihydro-2H-benzo[b][1,4]oxazin-7-yl)acrylamide